methyl 3,5-diaminobenzoate hexyl-3,5-diaminobenzoate C(CCCCC)OC(C1=CC(=CC(=C1)N)N)=O.NC=1C=C(C(=O)OC)C=C(C1)N